2-(4-bromophenyl)-benzothiophene BrC1=CC=C(C=C1)C=1SC2=C(C1)C=CC=C2